ClC1=CC2=C(C(N(N=N2)[C@H](C)[C@@](CN2N=CN=C2)(O)C2=C(C=C(C=C2)F)F)=O)C=C1 7-chloro-3-[(2R,3R)-3-(2,4-difluorophenyl)-3-hydroxy-4-(1,2,4-triazol-1-yl)-2-butyl]1,2,3-benzotriazin-4-one